C(C1=NC(=CC=C1N1CCN(CC1)C(=O)OC(C)(C)C)C(NC([2H])([2H])[2H])=O)([2H])([2H])[2H] Tert-butyl 4-(2-(methyl-d3)-6-((methyl-d3)carbamoyl)pyridin-3-yl)piperazine-1-carboxylate